1-[5-(5-chloro-2-methoxypyridin-4-yl)-1H-pyrazole-3-carbonyl]-N-[(pyrazin-2-yl)methyl]piperidine-4-carboxamide ClC=1C(=CC(=NC1)OC)C1=CC(=NN1)C(=O)N1CCC(CC1)C(=O)NCC1=NC=CN=C1